1-(4-fluorophenyl)-N-[4-[[6-(4-ethylpiperazin-1-yl)-1,7-naphthyridin-4-yl]oxy]phenyl]-2-oxo-pyridine-3-carboxamide FC1=CC=C(C=C1)N1C(C(=CC=C1)C(=O)NC1=CC=C(C=C1)OC1=CC=NC2=CN=C(C=C12)N1CCN(CC1)CC)=O